Methyl (2S,4R)-4-hydroxypyrrolidine-2-carboxylate O[C@@H]1C[C@H](NC1)C(=O)OC